4,7-diazaspiro[2.5]octane C1CC12NCCNC2